(4-chlorophenyl)(1-((1R,2S,5R)-2-isopropyl-5-methylcyclohexyl)-1H-1,2,3-triazole-4-yl)methanone ClC1=CC=C(C=C1)C(=O)C=1N=NN(C1)[C@H]1[C@@H](CC[C@H](C1)C)C(C)C